BrCCN1CCC(CC1)C1=NC2=C(N1CCOCC)C=CC=C2 2-(1-(2-bromoethyl)piperidin-4-yl)-1-(2-ethoxyethyl)-1H-benzo[d]Imidazole